2-acetamido-4-iodo-N-(5-nitrothiophen-2-yl)benzamide C(C)(=O)NC1=C(C(=O)NC=2SC(=CC2)[N+](=O)[O-])C=CC(=C1)I